N-(5-(4-(4,5-difluoro-2-(2-hydroxypropan-2-yl)phenylamino)-1,3,5-triazin-2-ylamino)-4-methoxy-2-((3aS,6aS)-5-methylhexahydropyrrolo[3,4-b]pyrrol-1(2H)-yl)phenyl)acrylamide FC1=CC(=C(C=C1F)NC1=NC(=NC=N1)NC=1C(=CC(=C(C1)NC(C=C)=O)N1[C@H]2[C@@H](CC1)CN(C2)C)OC)C(C)(C)O